C(#N)C1=CC=C(CNC(=O)C2=NN(C=3C(N(CCC32)CC3(CC3)S(=O)(=O)CC(C)(C)O)=O)C)C=C1 N-(4-Cyanobenzyl)-6-((1-((2-hydroxy-2-methylpropyl)sulfonyl)cyclopropyl)methyl)-1-methyl-7-oxo-4,5,6,7-tetrahydro-1H-pyrazolo[3,4-c]pyridine-3-carboxamide